OC1CCC(CC1)NC=1N=CNC(C1C(=O)NC1=CC=C(C=C1)N1CCN(CC1)C)=O 4-((4-Hydroxycyclohexyl)amino)-N-(4-(4-methylpiperazin-1-yl)phenyl)-6-oxo-1,6-dihydropyrimidine-5-carboxamide